N-{[5-chloro-6-(5-methoxy-2-pyrazinyl)-2-indolyl]methyl}1-(methylamino)cyclopropanecarboxamide ClC=1C=C2C=C(NC2=CC1C1=NC=C(N=C1)OC)CNC(=O)C1(CC1)NC